2-fluoro-6-methylenetetrahydro-1H-pyrrolizin FC1CC2CC(CN2C1)=C